5-{[2-chloro-5-(trifluoromethyl)anilino]methylene}-2,2-dimethyl-1,3-dioxane-4,6-dione ClC1=C(NC=C2C(OC(OC2=O)(C)C)=O)C=C(C=C1)C(F)(F)F